tert-butyl-(2R,4R)-4-((6-bromo-3-fluoro-4-(3-hydroxyoxetan-3-yl) pyridin-2-yl) methyl)-2-methylpiperidine-4-carboxylate C(C)(C)(C)OC(=O)[C@]1(C[C@H](NCC1)C)CC1=NC(=CC(=C1F)C1(COC1)O)Br